2-(N-t-Butoxycarbonylamino)ethyl isothiocyanate C(C)(C)(C)OC(=O)NCCN=C=S